CC1=C2C=CC=NC2=CC(=C1)C 5,7-dimethylquinoline